BrC1=C(C=C(C=C1C(F)(F)F)F)C1CC1 2-bromo-1-cyclopropyl-5-fluoro-3-(trifluoromethyl)benzene